O1C=CC=2C(=NC=CC21)C2=CC=C(C(=O)N[C@@H]1CN(CC1)C=1N=NC=CC1)C=C2 (S)-4-(furo[3,2-c]pyridin-4-yl)-N-[1-(pyridazin-3-yl)pyrrolidin-3-yl]benzamide